5-fluoro-2-(4-(methylsulfonyl)phenyl)-6-(piperidin-4-yl)imidazo[1,2-a]pyridine FC1=C(C=CC=2N1C=C(N2)C2=CC=C(C=C2)S(=O)(=O)C)C2CCNCC2